C(=C)C1CC2=C1C=CC=C2 VINYLBENZOCYCLOBUTANE